C1CCC2=CC(=CC=C12)/C=C/C(=O)N(CC=1SC=CC1)CC (E)-3-(2,3-dihydro-1H-inden-5-yl)-N-ethyl-N-(thiophen-2-ylmethyl)acrylamide